CC1=C(N=C(O1)CCCC1=CC=CC=C1)C(=O)N1[C@@H](CCC1)C(=O)N (S)-1-(5-methyl-2-(3-phenylpropyl)oxazole-4-carbonyl)pyrrolidine-2-carboxamide